FC1=C(CN2N=C(N=N2)C2=CC=CC(=N2)C(CS(=O)(=O)N)O)C=C(C=C1)OC(F)(F)F 2-(6-(2-(2-fluoro-5-(trifluoromethoxy)benzyl)-2H-tetrazol-5-yl)pyridin-2-yl)-2-hydroxyethane-1-sulfonamide